tert-butyl (3-cyano-4-(5,5-dimethyl-1,3,2-dioxaborolan-2-yl)-7-fluorobenzo[b]thiophene-2-yl)carbamate C(#N)C=1C2=C(SC1NC(OC(C)(C)C)=O)C(=CC=C2B2OC(CO2)(C)C)F